O1-tert-butyl O3-methyl 3-methylindoline-1,3-dicarboxylate CC1(CN(C2=CC=CC=C12)C(=O)OC(C)(C)C)C(=O)OC